C(C1=CC=CC=C1)N1C2=CC(=CC(=C2C=2C(=CC=CC12)C(=O)N)OCC1=NN=NN1)OC 9-benzyl-7-methoxy-5-({1H-tetrazol-5-yl-methyl}oxy)-carbazole-4-carboxamide